ClC1=NC2=CC(=CC=C2C(=N1)N(C)C1=CC(=CC=C1)I)[N+](=O)[O-] 2-chloro-N-(3-iodophenyl)-N-methyl-7-nitroquinazolin-4-amine